2-acryloxyethyl 2-(3-tert-butyl-2-hydroxy-5-methoxyphenyl)-2H-benzotriazole-5-carboxylate C(C)(C)(C)C=1C(=C(C=C(C1)OC)N1N=C2C(=N1)C=CC(=C2)C(=O)OCCOC(C=C)=O)O